C1(=CC=CC=C1)N1NC(=CC1C=CC1=C(C=CC(=C1)OC)OC)C=CC1=C(C=CC(=C1)OC)OC 1-phenyl-3-(2,5-dimethoxystyryl)-5-(2,5-dimethoxystyryl)-pyrazoline